C1N(CC12COCC2)S(=O)(=O)N[C@@H]2CC[C@H](OC2)CN2CCC1(CN(C1)C1=NC=NC=C1OC1=C(C(=O)N(C(C)C)C(C)C)C=C(C=C1)F)CC2 2-((4-(7-(((2S,5R)-5-(6-Oxa-2-azaspiro[3.4]octane-2-sulfonamido)tetrahydro-2H-pyran-2-yl)methyl)-2,7-diazaspiro[3.5]nonan-2-yl)pyrimidin-5-yl)oxy)-5-fluoro-N,N-diisopropylbenzamide